1-((tert-butyldimethylsilyl)oxy)-13-((tetrahydro-2H-pyran-2-yl)oxy)tridecan-3-yl (4-nitrophenyl) carbonate C(OC(CCO[Si](C)(C)C(C)(C)C)CCCCCCCCCCOC1OCCCC1)(OC1=CC=C(C=C1)[N+](=O)[O-])=O